(1aR,5aR)-2-tert-Butyl-1a,2,5,5a-tetrahydro-1H-2,3-diaza-cyclopropa[a]pentalene-4-carboxylic acid (tetrahydro-pyran-4-ylmethyl)-amide O1CCC(CC1)CNC(=O)C=1C=2C[C@@H]3[C@H](C2N(N1)C(C)(C)C)C3